FC1(CC(C1)N1N=C(C=CC1=O)C=1C=NN(C1)C1=C(C=C(C=C1)NS(=O)(=O)CCO)N1CCC2(CC2)CC1)F N-(4-(4-(1-(3,3-difluorocyclobutyl)-6-oxo-1,6-dihydropyridazin-3-yl)-1H-pyrazol-1-yl)-3-(6-azaspiro[2.5]octane-6-yl)phenyl)-2-hydroxyethane-1-sulfonamide